COC=1C=C(C=C(C1)OC)P 3,5-dimethoxyphenyl-phosphine